5-fluoro-6-{[(2-methoxyethyl)amino]methyl}-2,3-dihydro-isoindol-1-one FC=1C=C2CNC(C2=CC1CNCCOC)=O